4-methoxy-7-(1-methyl-6-oxo-1,6-dihydropyridin-3-yl)-N-(2-(4-methylpiperazin-1-yl)ethyl)-N-(2-(oxiran-2-yl)ethyl)benzo[b]thiophene-2-carboxamide COC1=CC=C(C=2SC(=CC21)C(=O)N(CCC2OC2)CCN2CCN(CC2)C)C2=CN(C(C=C2)=O)C